C1CCS(=O)(=O)NC1 1,4-butanesultam